CN(CCNC)CNC N,N'-dimethyl-N-((methylamino)methyl)ethane-1,2-diamine